ClC1=C(C=C(C=C1)C1=CN=CC=N1)OC(F)F 6-[4-chloro-3-(difluoromethoxy)phenyl]pyrazin